(3,4-dichlorophenoxy)azetidine hydrochloride Cl.ClC=1C=C(ON2CCC2)C=CC1Cl